OC1=C(C=C(CC2=C(C=C(OCC(=O)O)C=C2C)C(C)C)C=C1)C(C)C 2-(4-(4-hydroxy-3-isopropylbenzyl)-3-isopropyl-5-methylphenoxy)acetic acid